triethanolamine stearate C(CCCCCCCCCCCCCCCCC)(=O)O.N(CCO)(CCO)CCO